(+)-[3-[[2-fluoro-4-(trifluoromethyl)phenyl]methoxy]azetidin-1-yl]-[(5aR,8aS)-4,5,5a,6,8,8a-hexahydro-1H-pyrrolo[3,4-e]benzotriazol-7-yl]methanone FC1=C(C=CC(=C1)C(F)(F)F)COC1CN(C1)C(=O)N1C[C@@H]2[C@@H](CCC=3N=NNC32)C1